2-[[6-[(3,6-dichloro-5-cyano-2-pyridinyl)amino]-1-methyl-2-oxo-3-quinolinyl]oxy]-N-methyl-acetamide ClC=1C(=NC(=C(C1)C#N)Cl)NC=1C=C2C=C(C(N(C2=CC1)C)=O)OCC(=O)NC